ClC=1C=C(C(=NC1)C)N[C@@H](C)C1=CC=C(S1)C(=O)N[C@H](C(=O)N[C@H]1[C@H](C1)F)CC1CCCC1 (2S)-2-({5-[(1S)-1-[(5-chloro-2-methylpyridin-3-yl)amino]ethyl]thiophen-2-yl}formamido)-3-cyclopentyl-N-[(1R,2S)-2-fluorocyclopropyl]propanamide